2-(piperazine-1-carbonyl)butanenitrile hydrochloride Cl.N1(CCNCC1)C(=O)C(C#N)CC